5-hydroxy-2,3-dihydro-1λ6-benzothiophene-1,1-dione OC=1C=CC2=C(CCS2(=O)=O)C1